CC(/C=C/C=1C=CC(=NC1)OC)CCC=C(C)C (E)-5-(3,7-Dimethylocta-1,6-dienyl)-2-methoxypyridine